9-{4-(benzotriazol-2-yl)phenyl}-3,6-diphenyl-9H-carbazole N=1N(N=C2C1C=CC=C2)C2=CC=C(C=C2)N2C1=CC=C(C=C1C=1C=C(C=CC21)C2=CC=CC=C2)C2=CC=CC=C2